((4-Bromobutyl)thio)-5-methyl-3-phenyl-1-toluenesulfonyl-2,3-dihydro-1H-pyrrol-3-ol BrCCCCSC1N(C(=CC1(O)C1=CC=CC=C1)C)S(=O)(=O)CC1=CC=CC=C1